5',5-diallyl-2,2'-biphenylglycidyl ether C(C=C)C=1C=CC(=CC1)C=1C(=CC(=CC1)CC=C)C1C(COCC2C(O2)C=2C(=CC=C(C2)CC=C)C2=CC=C(C=C2)CC=C)O1